C(C=C)(=O)OCCCCCCCCCCOP(=O)(O)O acryloyloxydecyldihydrogenphosphate